CC1S(OCC2=C1C=CC=C2)(=O)=O 4-methyl-1,4-dihydrobenzo[d][1,2]oxathiine 3,3-dioxide